C12(CC3CC(CC(C1)C3)C2)C2=CC=C(OC3=CC=C(C=N3)N)C=C2 6-(4-((3R,5r,7r)-adamantan-1-yl)phenoxy)pyridin-3-amine